4-((2,4-dimethoxybenzyl)amino)-N-isobutyl-N-((5-(trifluoromethyl)pyridin-2-yl)methyl)imidazo[1,5-a]quinoxaline-8-carboxamide COC1=C(CNC=2C=3N(C4=CC(=CC=C4N2)C(=O)N(CC2=NC=C(C=C2)C(F)(F)F)CC(C)C)C=NC3)C=CC(=C1)OC